5-(3-(((tert-butyldiphenylsilyl)oxy)methyl)cyclobutoxy)-2-(2,6-dioxopiperidin-3-yl)isoindoline-1,3-dione [Si](C1=CC=CC=C1)(C1=CC=CC=C1)(C(C)(C)C)OCC1CC(C1)OC=1C=C2C(N(C(C2=CC1)=O)C1C(NC(CC1)=O)=O)=O